di(heptadecan-9-yl)5,5'-(((3S,4R)-1-(2-hydroxyethyl)pyrrolidine-3,4-diyl)bis(oxy))dipentanoate CCCCCCCCC(CCCCCCCC)OC(CCCCO[C@H]1[C@H](CN(C1)CCO)OCCCCC(=O)OC(CCCCCCCC)CCCCCCCC)=O